FC1=C(C=CC(=C1)F)C1=CC=C(N=N1)NC1[C@@H]2CN(C[C@H]12)CC1CCOCC1 (1r,5s,6s)-N-[6-(2,4-difluorophenyl)pyridazin-3-yl]-3-(tetrahydropyran-4-ylmethyl)-3-azabicyclo[3.1.0]hexane-6-amine